N-((1S,2R)-2-aminocyclohexyl)-4-(6-(5-fluoropyridin-3-yl)pyrazin-2-yl)benzamide, ditrifluoroacetic acid salt FC(C(=O)O)(F)F.FC(C(=O)O)(F)F.N[C@H]1[C@H](CCCC1)NC(C1=CC=C(C=C1)C1=NC(=CN=C1)C=1C=NC=C(C1)F)=O